1,3,5-tris(tert-amylperoxyisopropyl)benzene 2-(2,3-dichloro-6-(methoxymethoxy)phenyl)-4-(2-ethoxy-2-oxoethyl)pyrrolidine-1-carboxylate ClC1=C(C(=CC=C1Cl)OCOC)C1N(CC(C1)CC(=O)OCC)C(=O)O.C(C)(C)(CC)OOC(C)(C)C1=CC(=CC(=C1)C(C)(C)OOC(C)(C)CC)C(C)(C)OOC(C)(C)CC